(Z)-tert-butyl (2-amino-2-(hydroxyimino)ethyl)(3,5-dichloro-2-fluoro-4-((5-isopropyl-1-methyl-6-oxo-1,6-dihydropyridazin-3-yl)oxy)phenyl)carbamate N\C(\CN(C(OC(C)(C)C)=O)C1=C(C(=C(C(=C1)Cl)OC1=NN(C(C(=C1)C(C)C)=O)C)Cl)F)=N/O